C(=C)CCCCCCCCCCCC vinyldodecane